1-(5H-Imidazo[5,1-a]isoindol-5-yl)-2,2-dimethylcyclohexan-1-ol C=1N=CN2C1C1=CC=CC=C1C2C2(C(CCCC2)(C)C)O